1,6-naphthyridine-7-carbonitrile N1=CC=CC2=CN=C(C=C12)C#N